C(#N)C1(CC1)NS(=O)(=O)C=1C=C(C=2N(C1)C(=NC2)C=2SC(=NN2)C(F)F)N2CCC(CC2)COC N-(1-cyanocyclopropyl)-3-(5-(difluoromethyl)-1,3,4-thiadiazol-2-yl)-8-(4-(methoxymethyl)piperidin-1-yl)imidazo[1,5-a]pyridine-6-sulfonamide